C12CCCC(CC1)N2C=2C=1N(N=C(C2)C=2C(=NC(=NC2)OC)OC)C=CN1 8-(8-azabicyclo[3.2.1]octan-8-yl)-6-(2,4-dimethoxypyrimidin-5-yl)imidazo[1,2-b]pyridazine